Potassium-niobium oxide [O-2].[Nb+5].[K+].[O-2].[O-2]